N-(3-fluoro-4-((2-(1-methyl-1H-pyrazol-4-yl)pyridin-4-yl)oxy)phenyl)-1,3-bis(4-fluorophenyl)-2,4-dioxo-1,2,3,4-tetrahydropyrimidin-5-carboxamide FC=1C=C(C=CC1OC1=CC(=NC=C1)C=1C=NN(C1)C)NC(=O)C=1C(N(C(N(C1)C1=CC=C(C=C1)F)=O)C1=CC=C(C=C1)F)=O